3-(1'-(benzo[b]thiophen-2-ylmethyl)-6-oxo-6,8-dihydro-2H,7H-spiro[furo[2,3-e]isoindole-3,4'-piperidin]-7-yl)piperidine-2,6-dione S1C2=C(C=C1CN1CCC3(CC1)COC1=C4CN(C(C4=CC=C13)=O)C1C(NC(CC1)=O)=O)C=CC=C2